FC=1N=C(SC1CN1[C@H](C[C@H](C1)OC=1C=CC2=CN(N=C2C1)C)C)NC(C)=O N-(4-fluoro-5-(((2S,4R)-2-methyl-4-((2-methyl-2H-indazol-6-yl)oxy)pyrrolidin-1-yl)methyl)thiazol-2-yl)acetamide